ADAMANTANE-1-OL C12(CC3CC(CC(C1)C3)C2)O